(S or R)-4-(2-methoxyphenyl)-6-methyl-N-(6-(phenylamino)-4,5,6,7-tetrahydrobenzo[d]thiazol-2-yl)nicotinamide COC1=C(C=CC=C1)C1=CC(=NC=C1C(=O)NC=1SC2=C(N1)CC[C@@H](C2)NC2=CC=CC=C2)C |o1:24|